N-(3-bromo-5-methanesulfonamidophenyl)-1-(pyrimidin-2-yl)pyrazole-4-carboxamide BrC=1C=C(C=C(C1)NS(=O)(=O)C)NC(=O)C=1C=NN(C1)C1=NC=CC=N1